(S)-2-((1-(2-(bis(4-fluorophenyl)methyl)-2-methylhydrazineyl)-1-oxopropan-2-yl)carbamoyl)-4-methoxypyridin-3-yl acetate C(C)(=O)OC=1C(=NC=CC1OC)C(N[C@H](C(=O)NN(C)C(C1=CC=C(C=C1)F)C1=CC=C(C=C1)F)C)=O